C1(CC1)CN(C1=NC(=NC2=CC(=CC=C12)[N+](=O)[O-])NN)C1=CC=CC=C1 N-(cyclopropylmethyl)-2-hydrazinyl-7-nitro-N-Phenylquinazolin-4-amine